N,N-dimethyl-7-morpholino-5-[(2E)-2-(m-tolylmethylene)hydrazino]thiazolo[4,5-d]pyrimidine-2-carboxamide CN(C(=O)C=1SC2=C(N=C(N=C2N2CCOCC2)N/N=C/C=2C=C(C=CC2)C)N1)C